Cl.F[C@H]1[C@@H](CN(C1)CCCF)N trans-4-fluoro-1-(3-fluoropropyl)pyrrolidin-3-amine hydrochloride